(3-(1-(4-methoxybenzyl)-1H-benzo[d]imidazol-2-yl)-1H-pyrazol-5-yl)-4-((1-methylpiperidin-4-yl)amino)benzamide COC1=CC=C(CN2C(=NC3=C2C=CC=C3)C3=NNC(=C3)C3=C(C(=O)N)C=CC(=C3)NC3CCN(CC3)C)C=C1